6-(difluoromethyl)-5-methoxypicolinic acid FC(C1=C(C=CC(=N1)C(=O)O)OC)F